(6-amino-2-((2-hydroxyphenyl)amino)pyrimidin-4-yl)(4-phenylpiperazin-1-yl)methanone NC1=CC(=NC(=N1)NC1=C(C=CC=C1)O)C(=O)N1CCN(CC1)C1=CC=CC=C1